C(CCCCCCCCCCCCCCCCCCCCC)(=O)NC1=CC=CC=C1 behenic acid anilide